Propylene ketoxime C1C(C)C1=NO